FC=1C(=CC2=C(N=C(S2)C=2C=C(C=C3C=C(C=NC23)OC)C)C1)O[C@H]([C@@H](C)N(C(O)=O)C=1C=NC(=NC1)C)C.CC(C)(C)C1CCC(CC1)=O 4-(2-methyl-2-propanyl)cyclohexanone (2R,3S)-3-((5-fluoro-2-(3-methoxy-6-methylquinolin-8-yl)benzo[d]thiazol-6-yl)oxy)butan-2-yl-(2-methylpyrimidin-5-yl)carbamate